(S)-Styrene C=CC1=CC=CC=C1